Pentamethylcyclopentadienyl-dimethyl-(1-(2-phenylpropyl)-1,5,6,7-tetrahydro-s-indacenyl)hafnium CC1=C(C(=C(C1([Hf](C1(C=CC2=CC=3CCCC3C=C12)CC(C)C1=CC=CC=C1)(C)C)C)C)C)C